1-(3-(2-Imino-3-(4-(trifluoromethyl)phenyl)-2,3-dihydro-1H-benzo[d]imidazol-1-yl)azetidin-1-yl)prop-2-en-1-one N=C1N(C2=C(N1C1CN(C1)C(C=C)=O)C=CC=C2)C2=CC=C(C=C2)C(F)(F)F